CC1(CCC(CC1)=CCC1OC2C(O1)CCCC2)C 2-(2-(4,4-Dimethylcyclohexylidene)ethyl)hexahydrobenzo[d][1,3]dioxole